(3-methoxy-2,6-xylyl)(7-chloro-8-cinnolinyl)amine COC=1C(=C(C(=CC1)C)NC=1C(=CC=C2C=CN=NC12)Cl)C